C(C)[C@H](C(=O)OCC=1C(=C(C=CC1)[C@H](C)C=1N=CN(C1)C(=O)OC(C)(C)C)C)[C@@H](CC1=CN=CN1C)COC(C(C)(C)C)=O tert-Butyl 4-((S)-1-(3-((((2S,3R)-2-ethyl-4-(1-methyl-1H-imidazol-5-yl)-3-((pivaloyloxy)methyl)butanoyl)oxy)methyl)-2-methylphenyl)ethyl)-1H-imidazole-1-carboxylate